Copper (I) Trifluoromethanesulfonate FC(S(=O)(=O)[O-])(F)F.[Cu+]